dithiobis(hexahydro-2H-azepinone) N1C(C(CCCC1)SSC1C(NCCCC1)=O)=O